1-fluoro-3-((4-methoxyphenyl)sulfonyl)-2-(trifluoromethyl)benzene FC1=C(C(=CC=C1)S(=O)(=O)C1=CC=C(C=C1)OC)C(F)(F)F